2-(4-chlorobenzyl)-6-(2-(3,3-difluoroazetidin-1-yl)pyrimidin-5-yl)pyridazin-3(2H)-one ClC1=CC=C(CN2N=C(C=CC2=O)C=2C=NC(=NC2)N2CC(C2)(F)F)C=C1